C(CCCCCCCCCCCCCCCCC)(=O)O.C(CCCCCCCCCCCCCCCCC)(=O)O.CC(=O)[C@H](O)[C@@H](O)[C@H](O)[C@H](O)CO Methyl-glucose distearate